COC1CC2(CC(C2)C(=O)OC)C1 methyl 6-methoxyspiro[3.3]heptane-2-carboxylate